tert-butyl 2-((3-(8,8-difluorooctyl)-1,2,4-oxadiazol-5-yl)methyl)acrylate FC(CCCCCCCC1=NOC(=N1)CC(C(=O)OC(C)(C)C)=C)F